(S)-quinuclidin-3-yl (6-bromo-3,3-dimethylchroman-4-yl)carbamate BrC=1C=C2C(C(COC2=CC1)(C)C)NC(O[C@@H]1CN2CCC1CC2)=O